(E)-1-(4-chlorophenyl)ethan-1-one O-((3-(2-chloro-4,5-dimethoxyphenyl)isoxazol-5-yl)methyl) oxime ClC1=C(C=C(C(=C1)OC)OC)C1=NOC(=C1)CO\N=C(/C)\C1=CC=C(C=C1)Cl